FC(C(=O)O)(F)F.C(C)(C)(C)C1=NC(=NO1)C(=O)NCC1=C(C=C(C=C1)C1=NC=NN2C1=CC(=C2)C2=NN(C=C2)C)C 5-(tert-butyl)-N-(2-methyl-4-(6-(1-methyl-1H-pyrazol-3-yl)pyrrolo[2,1-f][1,2,4]triazin-4-yl)benzyl)-1,2,4-oxadiazole-3-carboxamide trifluoroacetate